C(C)(C)(C)N1C[C@@H]([C@@H](CC1)NC1=NC=NC(=C1[N+](=O)[O-])N(CC1=CC=CC=C1)CC1=CC=CC=C1)F |o1:6,7| rel-tert-butyl-(3S,4R)-4-{[6-(dibenzylamino)-5-nitropyrimidin-4-yl]amino}-3-fluoropiperidine